C1(CC1)N1C(C(=C(C2=C1N(C(N(C2=O)C2=CC=C(C=C2)F)=O)C2=CC=C(C=C2)F)O)CC2=C(C=CC=C2)C)=O 8-cyclopropyl-1,3-bis(4-fluorophenyl)-5-hydroxy-6-(2-methylbenzyl)pyrido[2,3-d]pyrimidine-2,4,7(1h,3h,8h)-trione